CN1C(N(CC2=C1C=NC1=C2C=C(N1)C1=CC=C(C=C1)CN1CCC(CC1)S(=O)(=O)C)C1=CC=C(C(=O)OC(C)(C)C)C=C1)=O tert-Butyl 4-(4-methyl-8-(4-((4-(methylsulfonyl)piperidin-1-yl)methyl)phenyl)-3-oxo-1,3,4,7-tetrahydro-2H-pyrrolo[3',2':5,6]pyrido[3,4-d]pyrimidin-2-yl)benzoate